C(C)[N+](CC)(CC)CC.FC(C(C(C(C(C(C(C(F)(F)F)(F)F)(F)F)(F)F)(F)F)(F)F)(F)F)(S(=O)(=O)[O-])F perfluorooctyl-sulfonate tetraethylammonium salt